4,4-diazepine C=1C=CNC=CC1